[8-(1-octylnonoxy)-8-oxo-octyl] (2S,4S)-1-[7,7-dimethyl-8-oxo-8-(4-pentylnonoxy)octyl]-4-prop-2-enoyloxy-pyrrolidine-2-carboxylate CC(CCCCCCN1[C@@H](C[C@@H](C1)OC(C=C)=O)C(=O)OCCCCCCCC(=O)OC(CCCCCCCC)CCCCCCCC)(C(OCCCC(CCCCC)CCCCC)=O)C